hydroxy-2-naphthylethylene OC(=C)C1=CC2=CC=CC=C2C=C1